ClC1=C(C=CC=C1C1=NC=CC(=C1Cl)C1=NC(=C(C=C1)CNCC1NC(CC1)=O)OC)NC(C1=NC=C(C(=C1)OC)CN1CC(CC1)OC)=O N-(2-chloro-3-(3'-chloro-6-methoxy-5-((((5-oxopyrrolidin-2-yl)methyl)amino)methyl)-[2,4'-bipyridin]-2'-yl)phenyl)-4-methoxy-5-((3-methoxypyrrolidin-1-yl)methyl)picolinamide